C(C)OC(CN1C(C(=C(C2=CC(=CN=C12)C1=CC=C(C=C1)F)O)C(=O)OCC)=O)OCC ethyl 1-(2,2-diethoxyethyl)-6-(4-fluorophenyl)-4-hydroxy-2-oxo-1,2-dihydro-1,8-naphthyridine-3-carboxylate